C1(=CC=CC=C1)S(=O)(=O)NC(C1=CC=C(C=C1)N1CCNCC1)=O N-(benzenesulfonyl)-4-piperazin-1-yl-benzamide